The molecule is an aspartic acid derivative that is L-aspartic acid in which one of the amine hydrogens is substituted by a 9-beta-D-ribofuranosyl-9H-purin-6-yl group. It has a role as a metabolite. It is a member of adenosines, an amino dicarboxylic acid and a L-aspartic acid derivative. It derives from an adenosine and a succinic acid. It is a conjugate acid of a succinyladenosine anion. C1=NC(=C2C(=N1)N(C=N2)[C@H]3[C@@H]([C@@H]([C@H](O3)CO)O)O)N[C@@H](CC(=O)O)C(=O)O